C(C)(C)(C)NC[C@H](O)C=1C=C(C=C(C1)O)O (R)-5-(2-(tert-butylamino)-1-hydroxyethyl)benzene-1,3-diol